(S)-N-(5-(difluoromethoxy)-1H-pyrazol-3-yl)-3-(1-(2-fluoropyridin-3-yl)ethyl)-3H-imidazo[4,5-b]pyridin-5-amine FC(OC1=CC(=NN1)NC1=CC=C2C(=N1)N(C=N2)[C@@H](C)C=2C(=NC=CC2)F)F